benzyl (2-(2-(4-fluorophenyl)-6-(((1R,5S,6s)-3-(2-formylimidazo[1,2-a]pyridine-6-carbonyl)-3-azabicyclo[3.1.0]hexan-6-yl)oxy)pyridin-4-yl)propan-2-yl)carbamate FC1=CC=C(C=C1)C1=NC(=CC(=C1)C(C)(C)NC(OCC1=CC=CC=C1)=O)OC1[C@@H]2CN(C[C@H]12)C(=O)C=1C=CC=2N(C1)C=C(N2)C=O